FC(CN1N=CC=2C1=NC(=CN2)NC2C[C@@H]1[C@@H](CN(C1)C=1C=NC(=CC1)C(F)(F)F)C2)F (3aR,5S,6aS)-N-[1-(2,2-difluoroethyl)-1H-pyrazolo[3,4-b]pyrazin-6-yl]-2-[6-(trifluoromethyl)pyridin-3-yl]-octahydrocyclopenta[c]pyrrol-5-amine